1-Pyrenol C1(=CC=C2C=CC3=CC=CC4=CC=C1C2=C34)O